COC1=C(CN(C=2OC3=C(C=NC=C3N3CCOC(CC3)C(=O)N3[C@H](C4=C(C=C(C=C4CC3)Cl)Cl)C)N2)CC2=C(C=C(C=C2)OC)OC)C=CC(=C1)OC (4-(2-(bis(2,4-dimethoxybenzyl)amino)oxazolo[4,5-c]pyridin-7-yl)-1,4-oxazepan-7-yl)((S)-6,8-dichloro-1-methyl-3,4-dihydroisoquinolin-2(1H)-yl)methanone